C(C)(C)(C)OC(=O)N1C[C@@H](CC1)N(C)C1=NC=NC2=C(C(=C(C=C12)C(F)(F)F)Br)F (3R)-3-[[7-bromo-8-fluoro-6-(trifluoromethyl)quinazolin-4-yl]-methyl-amino]pyrrolidine-1-carboxylic acid tert-butyl ester